(Sa)-6-(1-(4-((1R,5S)-3-azabicyclo[3.1.0]hexan-3-yl)benzyl)-4-chloro-1H-indazole-7-carboxamido)spiro[3.3]heptane [C@@H]12CN(C[C@H]2C1)C1=CC=C(CN2N=CC3=C(C=CC(=C23)C(=O)NC2CC3(CCC3)C2)Cl)C=C1